ethyl-2-ethyl-norbornane C(C)C12C(CC(CC1)C2)CC